tert-butyl 4-(4-((2-(3-chlorobicyclo[1.1.1]pentan-1-yl)-4,4-dimethylcyclohex-1-en-1-yl)methyl)piperazin-1-yl)benzoate ClC12CC(C1)(C2)C2=C(CCC(C2)(C)C)CN2CCN(CC2)C2=CC=C(C(=O)OC(C)(C)C)C=C2